C1(=CC=CC=C1)C1=C2C=CC=CC2=C(C2=CC=CC=C12)C1=CC=2C(=NN(N2)C2=CC=C(C=C2)C=2C=NC=CC2)C=C1 5-(10-phenyl-anthracene-9-yl)-2-{4-(pyridin-3-yl)phenyl}-2H-benzotriazole